diisopropyl (((((((2R)-1-(6-((2-oxido-4-(pyridin-3-yl)-1,3,2-dioxaphosphinan-2-yl)amino)-9H-purin-9-yl)propan-2-yl)oxy)methyl)phosphoryl)bis(oxy))bis(methylene)) dicarbonate C(OC(C)C)(OCOP(=O)(CO[C@@H](CN1C2=NC=NC(=C2N=C1)NP1(OCCC(O1)C=1C=NC=CC1)=O)C)OCOC(OC(C)C)=O)=O